AcenaphthoQuinoxaline N1=CC=NC2=CC=C3C(=C12)C1=CC=CC2=CC=CC3=C12